C(C)C=1C(NC=2C=C(C=NC2C1)CC1CC12CNCC=C2C=2C=CC(=NC2)C(=O)NC)=O 5-(((7-ethyl-6-oxo-5,6-dihydro-1,5-naphthyridin-3-yl)methyl)-5-azaspiro[2.5]oct-7-en-8-yl)-N-methylpyridineamide